BrC1=CC(=C2CNC(C2=C1)=O)C1CC1 6-bromo-4-cyclopropyl-2,3-dihydro-1H-isoindol-1-one